2,4-dimethoxy-N-(4-methoxy-6-(thiazol-2-yloxy)benzo[d]isoxazol-3-yl)-6-methylpyridine-3-sulfonamide COC1=NC(=CC(=C1S(=O)(=O)NC1=NOC2=C1C(=CC(=C2)OC=2SC=CN2)OC)OC)C